[(1S,2S)-2-(2,4-dimethylphenyl)-1,3-dimethylbutyl] (2S)-2-[(3-hydroxy-4-methoxy-pyridine-2-carbonyl)amino]propanoate OC=1C(=NC=CC1OC)C(=O)N[C@H](C(=O)O[C@H]([C@@H](C(C)C)C1=C(C=C(C=C1)C)C)C)C